C(C)(C)C1=C(NC2=CC=C(C=C12)C1CCN(CC1)CC(=O)N(C)C)C1=CC=2N(C=C1)N=C(C2)C 2-(4-(3-isopropyl-2-(2-methylpyrazolo[1,5-a]pyridin-5-yl)-1H-indol-5-yl)piperidin-1-yl)-N,N-dimethylacetamide